2-methyl-N-(1-(piperidin-4-yl)-1H-pyrazolo[3,4-d]pyrimidin-6-yl)-1,2,3,4-tetrahydroisoquinolin-7-amine hydrochloride Cl.CN1CC2=CC(=CC=C2CC1)NC1=NC=C2C(=N1)N(N=C2)C2CCNCC2